NC=1C(=NC(=C(N1)C1=CC=C(C=C1)F)C=1C=C2C(=NC=NC2=CC1)C)C(=O)O 3-amino-5-(4-fluorophenyl)-6-(4-methylquinazolin-6-yl)pyrazine-2-carboxylic acid